O=C1N(C(C=C1)=O)CCOCCOCCOCCC(=O)OC1=C(C(=C(C(=C1F)F)F)F)F (2,3,4,5,6-pentafluorophenyl) 3-[2-[2-[2-(2,5-dioxopyrrol-1-yl)ethoxy]ethoxy]ethoxy]propanoate